BrC1=NN(C(=N1)Br)COCC[Si](C)(C)C 3,5-dibromo-1-((2-(trimethylsilyl)ethoxy)methyl)-1H-1,2,4-triazole